[(3S)-3-(6-chloro-3-pyridyl)pyrrolidin-1-yl]-[3-(4-pyridyl)-1H-pyrazol-5-yl]methanone ClC1=CC=C(C=N1)[C@H]1CN(CC1)C(=O)C1=CC(=NN1)C1=CC=NC=C1